tert-Butyl [3-formyl-2-(4-methylpiperazin-1-yl)pyridin-4-yl]carbamate C(=O)C=1C(=NC=CC1NC(OC(C)(C)C)=O)N1CCN(CC1)C